(2S,3S,5S)-4-[[5-tert-Butyl-3-(3,4-difluoro-2-methoxyphenyl)tetrahydrofuran-2-carbonyl]amino]pyridin-2-carboxamid C(C)(C)(C)[C@@H]1C[C@H]([C@H](O1)C(=O)NC1=CC(=NC=C1)C(=O)N)C1=C(C(=C(C=C1)F)F)OC